C(C)(=O)OC1C(OC(C(C1OC(C)=O)OC(C)=O)C(=O)OC)OC1=C(C=C(C=C1)CO[Si](C)(C)C(C)(C)C)N 2-(2-amino-4-(((tert-butyldimethylsilyl)oxy)methyl)phenoxy)-6-(methoxycarbonyl)tetrahydro-2H-pyran-3,4,5-triyl triacetate